CC(C)(C)OC(=O)N1CCN(CC1)C(C2=CC=CC=C2F)C(=O)O 2-(4-Boc-piperazinyl)-2-(2-fluorophenyl)acetic acid